The molecule is a member of the class of naphthalenediols that is 1,2-dihydronaphthalene substituted by hydroxy groups at positions 1 and 2 respectively. It has a role as a bacterial xenobiotic metabolite and a mouse metabolite. It is a member of dihydronaphthalenes and a member of naphthalenediols. It derives from a naphthalene-1,2-diol. It derives from a hydride of a 1,2-dihydronaphthalene. C1=CC=C2C(C(C=CC2=C1)O)O